benzyl (4-(4-(5-(3-hydroxypropyl)thiazol-2-yl)phenyl)butyl)carbamate OCCCC1=CN=C(S1)C1=CC=C(C=C1)CCCCNC(OCC1=CC=CC=C1)=O